6-((3,5-difluorobenzyl)oxy)-10,10a-dihydro-1H-oxazolo[3',4':3,4]imidazo[1,2-c]pyrimidin-8(3H)-one FC=1C=C(COC=2C=C3N(C(N2)=O)CC2N3COC2)C=C(C1)F